ClC=1C=C(C(=NC1)N1C(C(N(C([C@@H]1C)=O)CC1=CC=C(C=C1)C(F)(F)F)CO)=O)F (6S)-1-(5-chloro-3-fluoro-pyridin-2-yl)-3-(hydroxy-methyl)-6-methyl-4-(4-(trifluoromethyl)benzyl)-piperazine-2,5-dione